FC=1C=C(C[C@@H](N)C(=O)O)C=C(C1)F D-3,5-difluorophenylalanine